4-fluoro-7-methyl-N-(3-(1-methyl-1H-pyrazol-4-yl)phenyl)-1H-indole FC1=C2C=CN(C2=C(C=C1)C)C1=CC(=CC=C1)C=1C=NN(C1)C